2-(2-chloro-4-nitrophenyl)ethanol ClC1=C(C=CC(=C1)[N+](=O)[O-])CCO